ClC=1C(=NC=CC1C(F)(F)F)N1CCC(CC1)NC(=S)NC=1C=NC=CC1 1-(1-(3-Chloro-4-(trifluoromethyl)pyridin-2-yl)piperidin-4-yl)-3-(pyridin-3-yl)thiourea